FC1(CC(N2N=C(N=C21)C(=O)N(C)OC)C2=CC=CC=C2)F 7,7-difluoro-N-methoxy-N-methyl-5-phenyl-5,6-dihydropyrrolo[1,2-b][1,2,4]triazole-2-carboxamide